((1S,4R)-4-(2-amino-9H-purin-9-yl)cyclopent-2-en-1-yl)methanol NC1=NC=C2N=CN(C2=N1)[C@H]1C=C[C@H](C1)CO